4-((3-bromo-7-hydroxy-5-((methoxycarbonyl)amino)-1H-pyrazolo[4,3-d]Pyrimidin-1-yl)methyl)-3-(difluoromethoxy)benzoic acid methyl ester COC(C1=CC(=C(C=C1)CN1N=C(C=2N=C(N=C(C21)O)NC(=O)OC)Br)OC(F)F)=O